C(C)(=O)N(C1=C(C=C(C=C1)C1=CC=C(C=N1)C(=O)NCC=1C=NC=CC1)Cl)CC1CC(C1)(F)F 6-[4-[Acetyl-[(3,3-difluorocyclobutyl)methyl]amino]-3-chloro-phenyl]-N-(3-pyridylmethyl)pyridine-3-carboxamide